(3S,4R,5R,6S)-1-[(5R)-6-{[2-(3,5-difluorophenyl)-1,3-thiazol-4-yl]methoxy}-5-fluorohexyl]-3,4,5,6-azepanetetrol hydrochloride Cl.FC=1C=C(C=C(C1)F)C=1SC=C(N1)COC[C@@H](CCCCN1C[C@@H]([C@H]([C@@H]([C@H](C1)O)O)O)O)F